tert-butyl (R)-3-(ethyl(4-isopropylbenzyl)carbamoyl)piperidine-1-carboxylate C(C)N(C(=O)[C@H]1CN(CCC1)C(=O)OC(C)(C)C)CC1=CC=C(C=C1)C(C)C